2-[(2R)-3-(3,4-Dihydro-1H-isochinolin-2-yl)-2-hydroxy-propyl]-6-[4-(1-piperidyl)-1-piperidyl]-3,4-dihydroisochinolin-1-on C1N(CCC2=CC=CC=C12)C[C@H](CN1C(C2=CC=C(C=C2CC1)N1CCC(CC1)N1CCCCC1)=O)O